FC(OC1=C(C=C(C(=C1)N(C)CCN(C)C)[N+](=O)[O-])NC1=NC=CC(=N1)N1CC(C2=NC(=CC=C21)C)(C)C)F 2-(difluoromethoxy)-N4-(2-(dimethylamino)ethyl)-N4-methyl-5-nitro-N1-(4-(3,3,5-trimethyl-2,3-dihydro-1H-pyrrolo[3,2-b]pyridin-1-yl)pyrimidin-2-yl)benzene-1,4-diamine